N1(CCOCC1)P(=O)(N1CCOCC1)Cl Dimorpholinyl-phosphinoyl chloride